OC1=C2C(=CC=3OC=4C(=C(C(=C(C4C(C13)=C=O)CC=C(C)C)OC)O)/C=C/C(=O)O)OC(C=C2)(C)C (E)-3-(5,9-dihydroxy-8-methoxy-2,2-dimethyl-7-(3-methylbut-2-en-1-yl)-6-carbonyl-2H,6H-pyrano[3,2-b]xanthen-10-yl)acrylic acid